C(C)SC1=NC=2C3=C(CCC2C=N1)N=C(S3)C3CCN(CC3)C(=O)OC(C)(C)C tert-butyl 4-(8-(ethylthio)-4,5-dihydrothiazolo[4,5-h]quinazolin-2-yl)piperidine-1-carboxylate